FC1=C2C(=CN=C1)NN=C2 4-FLUORO-1H-PYRAZOLO[3,4-C]PYRIDINE